2-amino-3-(1,1-dideuterio-1-(2,3,4,5,6-pentadeuterophenyl)methyl)-5-(4-hydroxyphenyl)-pyrazine NC1=NC=C(N=C1C(C1=C(C(=C(C(=C1[2H])[2H])[2H])[2H])[2H])([2H])[2H])C1=CC=C(C=C1)O